ClC=1C=CC=2N(C1)N=CC2S(=O)(=O)NC2=NC(=C(C(=N2)OC)OCCF)OC 6-chloro-N-(5-(2-fluoroethoxy)-4,6-dimethoxypyrimidin-2-yl)pyrazolo[1,5-a]pyridine-3-sulfonamide